NC=1C(=NC(=CN1)C1=C(C=CC(=C1)C(C(F)(F)F)(C(C)(C)O)O)C)C(=O)NC1CCOCC1 3-Amino-6-(2-methyl-5-(1,1,1-trifluoro-2,3-dihydroxy-3-methylbutan-2-yl)phenyl)-N-(tetrahydro-2H-pyran-4-yl)pyrazine-2-carboxamide